C1(CC1)S(=O)(=O)NC(=O)C1=NC(=CC=C1)OC([2H])([2H])[2H] N-(cyclopropylsulfonyl)-6-(methoxy-d3)pyridine-2-carboxamide